ClC1=C(C=2N=C(NOC2C(=N1)OCC[C@@H]1[C@@H]2CC[C@H](CN1)N2C(=O)OC(C)(C)C)SC)F t-butyl (1s,2R,5R)-2-(2-((7-chloro-8-fluoro-2-(methylthio)-4-oxa-3,4-dihydropyrido[4,3-d]pyrimidine-5-yl)oxy)ethyl)-3,8-diazabicyclo[3.2.1]octane-8-carboxylate